(S)-4-(((6-fluoro-8-methyl-4-oxochroman-7-yl)oxy)(pyridin-4-yl)methyl)benzamide FC=1C=C2C(CCOC2=C(C1O[C@@H](C1=CC=C(C(=O)N)C=C1)C1=CC=NC=C1)C)=O